2-(6-(1-((1R,2S,3R,5S)-2-fluoro-1,5-dimethyl-8-azabicyclo[3.2.1]octan-3-yl)vinyl)-1,2,4-triazin-3-yl)-5-(1H-imidazol-1-yl)phenol F[C@@H]1[C@]2(CC[C@@](C[C@@H]1C(=C)C1=CN=C(N=N1)C1=C(C=C(C=C1)N1C=NC=C1)O)(N2)C)C